O1CCN(CC1)CCCC=1C=C(C=C(C1)OCCCCCCCCC\C=C/C\C=C/CCCCCCCC(=O)[O-])OCCCCCCCCC\C=C/C\C=C/CCCCCCCC(=O)[O-] (9Z,9'Z,12Z,12'Z)-((5-(3-morpholinopropyl)-1,3-phenylene)bis(oxy))bis(butane-4,1-diyl)bis(octadeca-9,12-dienoate)